C(C)(C)N1N=CC=C1C1=CC(=NC2=C(N=CC=C12)C1=CC=NN1)N1[C@@H](COCC1)C 4-(1-isopropyl-1H-pyrazol-5-yl)-2-[(3R)-3-methylmorpholin-4-yl]-8-(1H-pyrazol-5-yl)-1,7-naphthyridine